2-(difluoromethyl)-8,9-dimethyl-7-(3-(6-(trifluoromethyl)pyridin-3-yl)-7,8-dihydro-1,6-naphthyridin-6(5H)-yl)-4H-pyrimido[1,2-b]pyridazin-4-one FC(C=1N=C2N(N=C(C(=C2C)C)N2CC=3C=C(C=NC3CC2)C=2C=NC(=CC2)C(F)(F)F)C(C1)=O)F